(R)- or (S)-N-((4-(4-(1-(trifluoromethyl)cyclopropyl)phenyl)-4,5,6,7-tetrahydropyrazolo[1,5-a]pyrimidin-6-yl)methyl)acrylamide FC(C1(CC1)C1=CC=C(C=C1)N1C=2N(C[C@@H](C1)CNC(C=C)=O)N=CC2)(F)F |o1:15|